5-bromo-1'-methyl-1',2',3',6'-tetrahydro-[2,4'-bipyridine]-3-amine BrC=1C=C(C(=NC1)C=1CCN(CC1)C)N